ClC1=CC=C(C=C1)NC(CC=1N=CN(C1)C1=CC=C(C=C1)C1=NOC(=N1)C(F)(F)F)=O N-(4-chlorophenyl)-2-(1-(4-(5-(trifluoromethyl)-1,2,4-oxadiazol-3-yl)phenyl)-1H-imidazol-4-yl)acetamide